O1CCOC2=NC=CC=C21 2,3-dihydro[1,4]dioxino[2,3-b]pyridine